C1(CCC1)NC(C1=C(C=C(C(=C1)OC1=C(C=C(C=C1Cl)N1N=C(C(NC1=O)=O)C(F)(F)F)Cl)F)OC)=O N-cyclobutyl-5-(2,6-dichloro-4-(3,5-dioxo-6-(trifluoromethyl)-4,5-dihydro-1,2,4-triazin-2(3H)-yl)phenoxy)-4-fluoro-2-methoxybenzamide